C(CCCCCCC)C(CCCCCCCC)OC(CCCCCCCOC(=O)[C@H]1N(C[C@H](C1)N)CCCCCC(OCCCCCCCCCCC)=O)=O (2s,4s)-4-amino-1-(6-oxo-6-undecoxy-hexyl)pyrrolidine-2-carboxylic acid [8-(1-octylnonyloxy)-8-oxo-octyl] ester